BrC1=CC=C(C=C1)C=1SC(=C(N1)C)CC1(NC(=NC=C1)NCC(C)C)N 4-((2-(4-bromophenyl)-4-methyl-5-thiazolyl)methyl)-N2-isobutyl-2,4-pyrimidinediamine